C(C)(C)(C)C1N2C(C3=CC(=C(C=C3C1)C=1C=NN(C1)CCCC(=O)O)OC)=CC(C(=C2)C(=O)O)=O 6-tert-butyl-9-[1-(3-carboxypropyl)-1H-pyrazol-4-yl]-10-methoxy-2-oxo-6,7-dihydro-2H-pyrido[2,1-a]isoquinoline-3-carboxylic acid